ClC=1C=NC(=C(C(=O)O)C1C)OC1=C(C=C(C=C1)C#N)OC 5-chloro-2-(4-cyano-2-methoxyphenoxy)-4-methylnicotinic acid